C1(CC1)C1=C(C(=NO1)C12CCC(CC1)(CC2)OC)C(=O)OC2C[C@H]1CC[C@@H](C2)N1C(=O)OC(C)(C)C tert-butyl (1R,3R,5S)-3-[(5-cyclopropyl-3-[4-methoxybicyclo[2.2.2]octan-1-yl]-1,2-oxazol-4-yl)carbonyloxy]-8-azabicyclo[3.2.1]octane-8-carboxylate